2-(4-CHLORoPHENYL)-N-((2-(2,6-DIOXOPIPERIDIN-3-YL)-1-OXOISOINDOLIN-5-YL)METHYL)-2,2-DIFLUORoACETAMID ClC1=CC=C(C=C1)C(C(=O)NCC=1C=C2CN(C(C2=CC1)=O)C1C(NC(CC1)=O)=O)(F)F